N[C@@H]1CC[C@H](CC1)OC1=CC=C2C(CC(C=3C(=NC=NC23)N)(C)C)=C1N(C)CC=1N=CNC1 8-(trans-4-aminocyclohexoxy)-N7-(1H-imidazol-4-ylmethyl)-N7,5,5-trimethyl-6H-benzo[h]quinazoline-4,7-diamine